COC=1C=C(C=CC1)C1=CC=CC=2N1N=CC2C(=O)N2CCCCC2 (7-(3-methoxyphenyl)pyrazolo[1,5-a]pyridin-3-yl)(piperidin-1-yl)methanone